C(C(=C)C)(=O)OCCC[Si](OC(C)C)(OC(C)C)OC(C)C 3-(methacryloxy)propyl-triisopropoxysilane